N-(4-Methyl-3-{4-[5-(4-methyl-isoxazol-5-yl)-pyridin-3-yl]-pyrimidin-2-ylamino}-phenyl)-4-(1-methyl-piperidin-3-yl)-benzamide CC1=C(C=C(C=C1)NC(C1=CC=C(C=C1)C1CN(CCC1)C)=O)NC1=NC=CC(=N1)C=1C=NC=C(C1)C1=C(C=NO1)C